6-(2-Hydroxyphenylimino)ethyl-2-acetylpyridin OC1=C(C=CC=C1)N=CCC1=CC=CC(=N1)C(C)=O